C(C)(C)N1N=CC(=C1)C=1C=C(CN2CCC3(CC2)COC2=C4CN(C(C4=CC=C23)=O)C2C(NC(CC2)=O)=O)C=CC1 3-(1'-(3-(1-isopropyl-1H-pyrazol-4-yl)benzyl)-6-oxo-6,8-dihydro-2H,7H-spiro[furo[2,3-e]isoindole-3,4'-piperidin]-7-yl)piperidine-2,6-dione